C(C)(C)(C)OC(NC(CN(CC(=O)C1=CC=CC=C1)C1CC1)(C)C)=O N-[2-[cyclopropyl-(phenacyl)amino]-1,1-dimethyl-ethyl]carbamic acid tert-butyl ester